S1C(=NC=C1)C=1N=NN(C1)[C@@H]1[C@H]([C@@H](SC2=C(C=CC(=C2)Cl)Cl)O[C@@H]([C@@H]1O)CO)O 2,5-dichlorophenyl 3-deoxy-3-[4-(2-thiazolyl)-1H-1,2,3-triazol-1-yl]-1-thio-alpha-D-galactopyranoside